3-[[bis(diisopropylamino)phosphoryl]oxy]propionitrile C(C)(C)N(P(=O)(N(C(C)C)C(C)C)OCCC#N)C(C)C